N-({(5R)-3-[4'-(1,3-Dimethylazetidine-3-sulfonyl)-2-fluoro[1,1'-biphenyl]-4-yl]-4,5-dihydro-1,2-oxazol-5-yl}methyl)bicyclo[1.1.1]pentane-1-carboxamide CN1CC(C1)(S(=O)(=O)C1=CC=C(C=C1)C1=C(C=C(C=C1)C1=NO[C@H](C1)CNC(=O)C12CC(C1)C2)F)C